2-AMINO-1-METHYL-1H-INDOLE-3-CARBALDEHYDE NC=1N(C2=CC=CC=C2C1C=O)C